N,N-di(benzyl)trithioperoxycarbamic acid C(C1=CC=CC=C1)N(C(=S)SS)CC1=CC=CC=C1